3-(5-(1-((5-methyl-2-(4-(trifluoro-methyl)phenyl)oxazol-4-yl)methyl)piperidin-4-yl)-1-oxoisoindolin-2-yl)piperidine-2,6-dione CC1=C(N=C(O1)C1=CC=C(C=C1)C(F)(F)F)CN1CCC(CC1)C=1C=C2CN(C(C2=CC1)=O)C1C(NC(CC1)=O)=O